C(C)(C)(C)OC(=O)N1[C@H](C[C@@H](C1)CC1=CC(=C(C=C1)F)Cl)C(N[C@H](C(=O)NCC1=CC=2C=NC=CC2N1)C)=O (2R,4S)-2-(((S)-1-(((1H-pyrrolo[3,2-c]pyridin-2-yl)methyl)amino)-1-oxopropan-2-yl)carbamoyl)-4-(3-chloro-4-fluorobenzyl)pyrrolidine-1-carboxylic acid tert-butyl ester